BROMOPYRAZOLECARBOXYLATE BrC=1C(=NNC1)C(=O)[O-]